C(C)C1CN(CCOC1)CC1=CC(=C2CN(C(C2=C1)=O)C=1C=C(C=CC1)C1(CC(C1)C#N)CC1=NN=CN1C)C(F)(F)F (1r,3r)-3-(3-(6-((6-ethyl-1,4-oxazepan-4-yl)methyl)-1-oxo-4-(trifluoromethyl)isoindolin-2-yl)phenyl)-3-((4-methyl-4H-1,2,4-triazol-3-yl)methyl)cyclobutane-1-carbonitrile